[N-](S(=O)(=O)C(F)(F)F)S(=O)(=O)C(F)(F)F.C(C(=C)C)(=O)NCCC[NH3+] methacrylamidopropyl-ammonium bis(trifluoromethanesulfonyl)imide salt